O=C1N(CC2=CC(=CC=C12)C=1C(=NN(C1)C1OCCCC1)C1=NC=CC=C1)C1CNCCC1 3-(1-oxo-5-(3-(pyridin-2-yl)-1-(tetrahydro-2H-pyran-2-yl)-1H-pyrazol-4-yl)isoindolin-2-yl)piperidine